ClC1=NC(=C(C(=N1)NC)F)C 2-chloro-5-fluoro-N,6-dimethylpyrimidin-4-amine